3-methacryloylaminopropyl-triethoxysilane C(C(=C)C)(=O)NCCC[Si](OCC)(OCC)OCC